5-(((2R,7aS)-2-Fluorohexahydro-1H-pyrrolizin-7a-yl)methoxy)-N-(1-(7-methoxyquinolin-5-yl)cyclopropyl)-2-methylbenzamide F[C@@H]1C[C@@]2(CCCN2C1)COC=1C=CC(=C(C(=O)NC2(CC2)C2=C3C=CC=NC3=CC(=C2)OC)C1)C